2-ethoxy-1,2-dihydro-1-quinolinecarboxylic acid ethyl ester C(C)OC(=O)N1C(C=CC2=CC=CC=C12)OCC